BrC1=CC2=C(C3=CC=CC=C3C(=C2C=C1)C1=C(C(=C(C(=C1[2H])[2H])[2H])[2H])[2H])C1=C(C(=C(C(=C1[2H])[2H])[2H])[2H])[2H] 2-bromo-9,10-bis(phenyl-d5)anthracene